2-fluoro-5-[(4-oxo-3,4-dihydro-naphthyridin-1-yl)methyl]benzoic acid FC1=C(C(=O)O)C=C(C=C1)CN1CCC(C2=CC=CN=C12)=O